N=1C=NN2C1C=C(C=C2)OC2=C(C=C(C=C2)NC2=NC=NC1=CC=C(C=C21)NC(C=CC2N(CCC2)C)=O)C N-(4-((4-([1,2,4]triazolo[1,5-a]pyridin-7-yloxy)-3-methylphenyl)amino)quinazolin-6-yl)-3-(1-methylpyrrolidin-2-yl)acrylamide